ClC=1C(=CC=C2C(=CNC12)S(=O)(=O)NC1=C(C=C(C(=C1)F)Cl)F)SC 7-chloro-N-(4-chloro-2,5-difluorophenyl)-6-(methylsulfanyl)-1H-indole-3-sulfonamide